(1R-3S,5R)-2-(2-(4-amino-8-methyl-6-(pyridin-3-yl)-9H-pyrimido[4,5-b]indol-9-yl)acetyl)-N-(6-bromopyridin-2-yl)-2-azabicyclo[3.1.0]hexane-3-carboxamide NC1=NC=NC=2N(C3=C(C=C(C=C3C21)C=2C=NC=CC2)C)CC(=O)N2[C@@H]1C[C@@H]1C[C@H]2C(=O)NC2=NC(=CC=C2)Br